BrC1=CC=2N(C(C=C(N2)CN(C(OC(C)(C)C)=O)C[C@H]2NC(CC2)=O)=O)C=C1 tert-butyl (S)-((8-bromo-4-oxo-4H-pyrido[1,2-a]pyrimidin-2-yl)methyl)((5-oxopyrrolidin-2-yl)methyl)-carbamate